C1(CCC1)CNC=1C2=C(N=C(N1)NC1=C(C=C(C=C1)P1(CCN(CC1)C1CC1)=O)OC)NC=C2C(F)(F)F 4-(4-((4-((cyclobutyl-methyl)amino)-5-(trifluoromethyl)-7H-pyrrolo[2,3-d]pyrimidin-2-yl)amino)-3-methoxyphenyl)-1-cyclopropyl-1,4-aza-phosphinane 4-oxide